((3-chloro-4-fluorophenyl)carbamoyl)-10-methyl-11-oxo-1,3,4,7,8,9,10,11-octahydro-2H-pyrido[4',3':3,4]Pyrazolo[1,5-a][1,4]Diazepine-9-carboxylic acid methyl ester COC(=O)C1N(C(C=2N(CC1)N=C1C2C(NCC1)C(NC1=CC(=C(C=C1)F)Cl)=O)=O)C